5-[(4-benzyloxy-2,6-dimethyl-phenyl)methyl]-3-isopropyl-1-(tolyl-sulfonyl)pyrrolo[3,2-b]pyridine C(C1=CC=CC=C1)OC1=CC(=C(C(=C1)C)CC1=CC=C2C(=N1)C(=CN2S(=O)(=O)C2=C(C=CC=C2)C)C(C)C)C